[Cl-].[Cl-].C(=O)(O)[C@H](CCC[N+]1=NC=C(C=C1)C1=NC=CC=N1)[NH3+] [(1S)-1-carboxy-4-(4-pyrimidin-2-ylpyridazin-1-ium-1-yl)butyl]-ammonium Dichloride